3-fluoro-4-methyl-N-(3-(phenylsulfonamido)phenyl)benzamide FC=1C=C(C(=O)NC2=CC(=CC=C2)NS(=O)(=O)C2=CC=CC=C2)C=CC1C